2-(2-chlorophenyl)-N-(3-{[(dimethylamino)methylidene]Sulfamoyl}-4-[5-(pyrrolidin-1-yl)pyridin-3-yl]Phenyl)acetamide ClC1=C(C=CC=C1)CC(=O)NC1=CC(=C(C=C1)C=1C=NC=C(C1)N1CCCC1)S(N=CN(C)C)(=O)=O